gamma-hydroxymethylleucine OCC(C[C@H](N)C(=O)O)(C)C